C(C)(C)(C)OC([C@H](CC(C)C)N=C=O)=O (S)-2-isocyanato-4-methylpentanoic acid tert-butyl ester